Cl.FC(C1=C(C=CC(=C1)C(F)(F)F)C(C)N1N=CC(=C1)N)(F)F 1-(1-(2,4-bis(trifluoromethyl)phenyl)ethyl)-1H-pyrazol-4-amine hydrochloride